4-(2-hydroxybenzylidene)-1,2-dimethyl-imidazol-5-one OC1=C(C=C2N=C(N(C2=O)C)C)C=CC=C1